C(C)(C)(C)OCC(N(C)C(=O)OC(C)(C)C)C=1NC2=C(N1)C(=C1C(=C2F)CC(C1)C(=O)OC)F methyl 2-[2-tert-butoxy-1-[tert-butoxycarbonyl(methyl)amino]ethyl]-4,8-difluoro-3,5,6,7-tetrahydrocyclopenta[f]benzimidazole-6-carboxylate